3-amino-N-(3-(4-amino-4-(2-methoxyethyl)piperidin-1-yl)pyridin-2-yl)-6-(3-(trifluoromethyl)pyridin-2-yl)pyrazine-2-carboxamide NC=1C(=NC(=CN1)C1=NC=CC=C1C(F)(F)F)C(=O)NC1=NC=CC=C1N1CCC(CC1)(CCOC)N